C(C)S(=O)(=O)CC1CN(C1)C=1C=CC(=C2C=C(N=CC12)NC1=NC(=NC=C1)N1C[C@@H]([C@@H](CC1)OC)F)C(C)C 8-{3-[(ethanesulfonyl)meth-yl]azetidin-1-yl}-N-{2-[(3S,4R)-3-fluoro-4-methoxypiperidin-1-yl]pyrimidin-4-yl}-5-(propan-2-yl)isoquinolin-3-amine